tert-Butyl 1-(1,3-dihydroxypropan-2-yl)-1,4-dihydrospiro[indazole-5,4'-piperidine]-1'-carboxylate OCC(CO)N1N=CC=2CC3(CCN(CC3)C(=O)OC(C)(C)C)C=CC12